C1(CC1)NC(=O)C=1C=C(C(N(C1)CC1=C2N=CC=NC2=CC=C1)=O)C(=O)NC N5-cyclopropyl-N3-methyl-2-oxo-1-(quinoxalin-5-ylmethyl)-1,2-dihydropyridine-3,5-dicarboxamide